3-nitro-1H-1,2,4-triazole [N+](=O)([O-])C1=NNC=N1